C(CCCCCCCCCCCCCCCCC)(=O)OCCOCCO diethylene glycol stearate